(2S,3S,4R,5R)-5-(2-(5-chloropyridin-3-yl)-6-(((4-(trifluoromethyl)pyridin-2-yl)methyl)amino)-9H-purin-9-yl)-3,4-dihydroxyl-N-isopropyltetrahydrofuran-2-formamide ClC=1C=C(C=NC1)C1=NC(=C2N=CN(C2=N1)[C@H]1[C@@H]([C@@H]([C@H](O1)C(=O)NC(C)C)O)O)NCC1=NC=CC(=C1)C(F)(F)F